5,6,7,8-tetrahydroquinoline N-oxide [N+]1(=CC=CC=2CCCCC12)[O-]